BrC1=CC=C(C=C1)S(=O)(=O)N1C=C(C=C1C1=C(C=CC=C1)F)CNC([2H])([2H])[2H] N-((1-((4-bromophenyl)sulfonyl)-5-(2-fluorophenyl)-1H-pyrrol-3-yl)methyl)methane-d3-amine